OC1(COC1)C1=CC=C(C=C1)C(=O)N1CCC(CC1)SC1=NC=C(C=C1)C(F)(F)F (4-(3-hydroxyoxetan-3-yl)phenyl)(4-((5-(trifluoromethyl)pyridin-2-yl)thio)piperidin-1-yl)methanone